1-(3-bromostyryl)tetrahydro-1H-thiophen-1-ium triflate [O-]S(=O)(=O)C(F)(F)F.BrC=1C=C(C=C[S+]2CCCC2)C=CC1